methyl (E)-3-(3-(((4-(3-(tetrahydro-2H-pyran-4-yl)-1,2,4-oxadiazol-5-yl)bicyclo[2.2.2]octan-1-yl)methyl)amino)phenyl)acrylate O1CCC(CC1)C1=NOC(=N1)C12CCC(CC1)(CC2)CNC=2C=C(C=CC2)/C=C/C(=O)OC